2-(4,5-dichloro-2-methoxyphenyl)-2-(piperidin-4-yl)acetaldehyde ClC1=CC(=C(C=C1Cl)C(C=O)C1CCNCC1)OC